FC(OC1=NC2=CC(=CC(=C2N=C1)C=1SC2=C(N1)C=CC(=C2)OCCNC(OC(C)(C)C)=O)C)F tert-butyl (2-((2-(2-(difluoromethoxy)-7-methylquinoxalin-5-yl)benzo[d]thiazol-6-yl)oxy)ethyl)carbamate